2-[(3aS,7aR)-6-Ethyl-3,3a,4,5,7,7a-hexahydro-2H-pyrrolo[2,3-c]pyridin-1-yl]oxazolo[4,5-b]pyridin-5-yl-3-hydroxy-5-methyl-benzonitrile C(C)N1C[C@H]2[C@@H](CC1)CCN2C=2OC=1C(=NC(=CC1)C1=C(C#N)C=C(C=C1O)C)N2